N1CCC(CC1)C=1N=NN(C1)[C@@H]1CN(C[C@H]1OCC1=CC=C(C=C1)C(F)(F)F)C(=O)OC(C)(C)C tert-butyl trans-3-(4-(piperidin-4-yl)-1H-1,2,3-triazol-1-yl)-4-(4-(trifluoromethyl)benzyloxy)pyrrolidine-1-carboxylate